5-(2-chlorophenoxy)-3-((3-(2-methoxyethoxy)benzyl)amino)-4H-benzo[e][1,2,4]thiadiazine 1,1-dioxide ClC1=C(OC2=CC=CC3=C2NC(=NS3(=O)=O)NCC3=CC(=CC=C3)OCCOC)C=CC=C1